Ethyl (1S,2S)-2-((tert-butoxycarbonyl)amino)-5-oxocyclohexane-1-carboxylate C(C)(C)(C)OC(=O)N[C@@H]1[C@H](CC(CC1)=O)C(=O)OCC